(-)-1-{(3S*,4R*,Z)-4-(2,6-difluoro-4-methoxyphenyl)-2-[(2-hydroxyethoxy)-imino]pyrrolidin-3-yl}-3-(4-fluorophenyl)urea FC1=C(C(=CC(=C1)OC)F)[C@H]1[C@@H](/C(/NC1)=N/OCCO)NC(=O)NC1=CC=C(C=C1)F |o1:10,11|